Tert-Butyl 7-((6-(5-(tert-butoxycarbonyl)hexahydropyrrolo[3,4-b]pyrrol-1(2H)-yl)pyrazin-2-yl)amino)-4-chloro-1-oxo-1,3-dihydro-2H-pyrrolo[3,4-c]pyridine-2-carboxylate C(C)(C)(C)OC(=O)N1CC2N(CCC2C1)C1=CN=CC(=N1)NC=1C2=C(C(=NC1)Cl)CN(C2=O)C(=O)OC(C)(C)C